(3,4-dichlorophenyl)(2-(trifluoromethyl)pyrimidin-5-yl)methylamine HCl Cl.ClC=1C=C(C=CC1Cl)NCC=1C=NC(=NC1)C(F)(F)F